2-(4-chlorophenoxy)-1-methyl-4-vinyl-benzene ClC1=CC=C(OC2=C(C=CC(=C2)C=C)C)C=C1